4-((4-((3-chloro-4-(pyrazin-2-ylmethoxy)phenyl)amino)-7-methoxyquinazolin-6-yl)oxy)-2-methylpiperidine-1-carboxylic acid tert-butyl ester C(C)(C)(C)OC(=O)N1C(CC(CC1)OC=1C=C2C(=NC=NC2=CC1OC)NC1=CC(=C(C=C1)OCC1=NC=CN=C1)Cl)C